ClC1=NC(=CC(=C1)C1(CC(C1)C)C1=NN=CN1C)OCC(F)F 2-chloro-6-(2,2-difluoroethoxy)-4-(3-methyl-1-(4-methyl-4H-1,2,4-triazol-3-yl)cyclobutyl)pyridine